2,3-dioxazolid N1OO[C-]=C1